(Z)-2-(5-fluoro-2-methyl-1-(3-methoxybenzylidene)-1H-inden-3-yl)acetic acid FC=1C=C2C(=C(/C(/C2=CC1)=C/C1=CC(=CC=C1)OC)C)CC(=O)O